C(C)(C)(C)OC([C@H](CC(=O)O)NC(=O)[C@H]1O[C@H]([C@@H]([C@H]([C@@H]1OC(C)=O)OC(C)=O)OC(C)=O)OC(C)=O)=O (S)-4-(tert-butoxy)-4-oxo-3-((2S,3S,4S,5R,6S)-3,4,5,6-tetraacetoxytetrahydro-2H-pyran-2-carboxamido)butanoic acid